BrC(C1=CC=C(C=C1)C1=CC=CC=C1)Br 4'-dibromomethyl-biphenyl